O1C(=NC2=C1C=CC=C2)C2=CC=C(C=C2)N2NC(C=C2C2=CC=C(C=C2)C(C)(C)C)C=CC2=CC=C(C=C2)C(C)(C)C 1-(4-(benzoxazol-2-yl)phenyl)-3-(4-tert-butyl-styryl)-5-(4-tert-butyl-phenyl)-dihydropyrazole